2,4,6-triiodo-N,N'-bis(2,3-dihydroxypropyl)isophthalamide IC1=C(C(=O)NCC(CO)O)C(=CC(=C1C(=O)NCC(CO)O)I)I